Octane-7-carboxylic acid ethyl ester C(C)OC(=O)C(CCCCCC)C